COCCOC(C(=C)C#N)=O β-methoxyethyl-2-cyanoacrylate